ICC(CC(C)C)(C)C 1-iodo-2,2,4,4-tetramethylbutane